(3S)-methyl 3-(5-(2,6-dimethylphenyl)pyridin-3-yl)-3-(3-methyl-2-(4-methyl-2-oxopyridin-1(2H)-yl) butanamido)propanoate CC1=C(C(=CC=C1)C)C=1C=C(C=NC1)[C@H](CC(=O)OC)NC(C(C(C)C)N1C(C=C(C=C1)C)=O)=O